2,2'-[(4-hydroxy-3-methoxyphenyl)methylene]bis(3,5-dimethylphenol) OC1=C(C=C(C=C1)C(C1=C(C=C(C=C1C)C)O)C1=C(C=C(C=C1C)C)O)OC